5-(2-amino-3,3-dimethylbutyl)-2-chloropyridin-3-ol NC(CC=1C=C(C(=NC1)Cl)O)C(C)(C)C